C(=O)C1=NN(C=C1C(=O)OCC)C1=NC=CC=N1 ethyl 3-formyl-1-(pyrimidin-2-yl)-1H-pyrazole-4-carboxylate